COC=1C=C2C(=NC(=NC2=CC1C#CCN1CCCC1)N1CCCC1)NCN1CCNCC1 6-methoxy-N-(piperazin-1-ylmethyl)-2-(pyrrolidin-1-yl)-7-(3-(pyrrolidin-1-yl)prop-1-yn-1-yl)quinazolin-4-amine